2-(4-((1-(1,1-dioxido-3-oxo-2,3-dihydrobenzo[d]isothiazole-6-carbonyl)indolin-5-yl)sulfonyl)piperazin-1-yl)-6-methylpyrimidine-4-carbonitrile O=S1(NC(C2=C1C=C(C=C2)C(=O)N2CCC1=CC(=CC=C21)S(=O)(=O)N2CCN(CC2)C2=NC(=CC(=N2)C#N)C)=O)=O